C(C)(C)(C)OC(=O)N1C2=NC(=NC(=C2N=C1CN1C(C(=CC=C1)NC([C@H](CC\C=C\C(=O)N(C)C)NC(=O)OC)=O)=O)CC(C)C)C tert-Butyl-(S,E)-8-((3-(7-(dimethylamino)-2-((methoxycarbonyl)amino)-7-oxohept-5-enamido)-2-oxopyridin-1(2H)-yl)methyl)-6-isobutyl-2-methyl-9H-purin-9-carboxylat